C(C)(=O)C=1C=CC2=C(OCO2)C1 6-acetylbenzo[d][1,3]dioxol